FC(C(=O)O)(F)F.C(C)(=O)C1N(C(COC1C(=O)NN)CC1=CC=C(C=C1)Cl)C1CCC(CC1)C=1OC(=CN1)C acetyl-5-(4-chlorobenzyl)-4-(4-(5-methyloxazol-2-yl)cyclohexyl)morpholine-2-carbohydrazide 2,2,2-trifluoroacetate